S(=O)([O-])[O-].[NH4+].[Rh+3].S(=O)([O-])[O-] rhodium ammonium sulfite